(S)-tert-butyl (1-amino-3-hydroxypropan-2-yl)carbamate NC[C@@H](CO)NC(OC(C)(C)C)=O